methyl 2-(dimethoxymethyl)-4-(5-fluoro-4-(1-fluoroethyl)pyridin-3-yl)-5-oxo-1,4,5,7-tetrahydrofuro[3,4-b]pyridine-3-carboxylate COC(C1=C(C(C2=C(N1)COC2=O)C=2C=NC=C(C2C(C)F)F)C(=O)OC)OC